methylenebis(12-hydroxystearamide) C(C(C(=O)N)CCCCCCCCCC(CCCCCC)O)C(C(=O)N)CCCCCCCCCC(CCCCCC)O